COC1=C(C=CC(=C1)Cl)Cl 2-methoxy-1,4-dichlorobenzene